(3S)-4-[(tert-Butyldiphenylsilyl)oxy]-3-methylbutanenitrile [Si](C1=CC=CC=C1)(C1=CC=CC=C1)(C(C)(C)C)OC[C@H](CC#N)C